COC=1C=C2C(=NC=NC2=CC1OC)NC1=CC=C(C=C1)C 6,7-dimethoxy-4-(p-tolylamino)quinazoline